FC(C)(C)C=1OC(=C(N1)C)C(=O)N1[C@@H](C2=C(CC1)NC=N2)C2=NN1C(C=CC=C1F)=C2 (S)-(2-(2-fluoropropan-2-yl)-4-methyloxazol-5-yl)(4-(7-fluoropyrazolo[1,5-a]pyridin-2-yl)-6,7-dihydro-1H-imidazo[4,5-c]pyridin-5(4H)-yl)methanone